2-(3-chloro-4-hydroxybenzoamido)-N-(2-methoxyphenylethyl)thiophene-3-carboxamide ClC=1C=C(C(=O)NC=2SC=CC2C(=O)NCCC2=C(C=CC=C2)OC)C=CC1O